C(C)(C)(C)N(C(O)=O)CCCOC=1C=NC=CC1C1=C(C=2C(NCCC2N1)=O)NC1=C(C(=CC=C1)Cl)OC.C(=CCC)[Si](OC)(OC)C butenyl-methyldimethoxysilane tert-butyl-[3-({4-[3-(3-chloro-2-methoxyanilino)-4-oxo-4,5,6,7-tetrahydro-1H-pyrrolo[3,2-c]pyridin-2-yl]pyridin-3-yl}oxy)propyl]carbamate